C(C)(=O)N1C=C(C2=CC=CC=C12)C(=O)NC1=CC2=C(OCCO2)C=C1 1-acetyl-N-(2,3-dihydrobenzo[b][1,4]dioxin-6-yl)-1H-indole-3-carboxamide